4-Amino-1-[(1R,3R,4R,7S)-1-[[bis(4-methoxyphenyl)-phenyl-methoxy]methyl]-7-hydroxy-5-[4-(trifluoromethyl)pyrimidin-2-yl]-2-oxa-5-azabicyclo[2.2.1]heptan-3-yl]-5-methyl-pyrimidin-2-one NC1=NC(N(C=C1C)[C@@H]1O[C@]2(CN([C@@H]1[C@@H]2O)C2=NC=CC(=N2)C(F)(F)F)COC(C2=CC=CC=C2)(C2=CC=C(C=C2)OC)C2=CC=C(C=C2)OC)=O